ClC1=NC=C(C(=N1)NCC1=C(C=CC(=C1)C(F)(F)F)F)C(=O)N 2-chloro-4-[(2-fluoro-5-(trifluoromethyl)benzyl)amino]pyrimidin-5-carboxamide